C1(=CC=CC=C1)NC=1SC=C(N1)C1=CSC=C1 N-phenyl-4-(thiophen-3-yl)thiazol-2-amine